(E)-1-(cyclopent-3-en-1-yloxy)-2-methoxy-4-(prop-1-en-1-yl)benzene C1(CC=CC1)OC1=C(C=C(C=C1)\C=C\C)OC